NC1=NC(N(C=C1)[C@H]1[C@]([C@@H]([C@@](O1)(F)COC1(OP(=O)=N[C@@H](C)C(=O)OC(C)C)CC=CC=C1)O)(C)O)=O isopropyl (1-(((2S,3S,4R,5R)-5-(4-amino-2-oxopyrimidin-1(2H)-yl)-2-fluoro-3,4-dihydroxy-4-methyltetrahydrofuran-2-yl)methoxy)(phenoxy)phosphoryl)-L-alaninate